methyl (9Z)-21-[2-(dimethylamino)ethyl]triacont-9-enoate CN(CCC(CCCCCCCCCC\C=C/CCCCCCCC(=O)OC)CCCCCCCCC)C